4-{[(1,2-dimethyl-1,2-dihydropyridin-4-yl)meth-yl](ethyl)amino}butanoic acid CN1C(C=C(C=C1)CN(CCCC(=O)O)CC)C